((5-octylisoxazol-3-yl)methyl)acrylic acid C(CCCCCCC)C1=CC(=NO1)CC(C(=O)O)=C